O=C1NC2=C(N1)C=CC(=C2)/C=N/O (E)-2-oxo-2,3-dihydro-benzimidazole-5-carbaldehyde oxime